FC1=C(C=CC=C1)S(=O)(=O)NC(=O)C=1OC2=C(C1)C=CC(=C2)CNC(=O)C2CN(CC2)C(=O)OC(C)(C)C tert-butyl 3-(((2-(((2-fluorophenyl)sulfonyl)carbamoyl)benzofuran-6-yl)methyl)carbamoyl)pyrrolidine-1-carboxylate